C(C)C1=CC=C(C=C1)CC=1C=CC2=C(C1)[C@@]1(O[C@@H]([C@H]([C@@H]([C@H]1O)O)O)CO)OC2 (1S,3'R,4'S,5'S,6'R)-6-[(4-ethylphenyl)methyl]-6'-(hydroxymethyl)-3',4',5',6'-tetrahydro-3H-spiro[2-benzofuran-1,2'-pyran]-3',4',5'-triol